4-hydroxycyclohexyl 4-methylbenzenesulfonate CC1=CC=C(C=C1)S(=O)(=O)OC1CCC(CC1)O